2-ethyl-5-butyl-1,4-naphthoquinone C(C)C=1C(C2=CC=CC(=C2C(C1)=O)CCCC)=O